NC1=NC=NN1 5-Amino-1H-1,2,4-triazol